BrC=1C=C2C=CN(C2=CC1)C1=NC(=CC=C1)[N+](=O)[O-] 5-Bromo-1-(6-nitropyridin-2-yl)-1H-indole